3-(3-chloro-4-fluoro-2-methoxy-phenyl)-5-methyl-5-(trifluoromethyl)tetrahydrofuran-2-carboxylic acid ethyl ester C(C)OC(=O)C1OC(CC1C1=C(C(=C(C=C1)F)Cl)OC)(C(F)(F)F)C